OC1=C(C=CC(=C1)C(F)(F)F)C1=CC(=C(N=N1)N[C@H]1CN(CCC1)CC(=O)OC(C)(C)C)C tert-butyl (R)-2-(3-((6-(2-hydroxy-4-(trifluoromethyl)phenyl)-4-methylpyridazin-3-yl)amino)piperidin-1-yl)acetate